CCCCCCCCC=C(CC(=O)O)C(=O)O Octylitaconic acid